tert-butyl (1R,5S)-3-(6-chloro-5-cyano-2-methylsulfonyl-pyrimidin-4-yl)-3,8-diazabicyclo[3.2.1]octane-8-carboxylate ClC1=C(C(=NC(=N1)S(=O)(=O)C)N1C[C@H]2CC[C@@H](C1)N2C(=O)OC(C)(C)C)C#N